C(#C)C=1C2=C(N=C(N1)OC[C@@H]1N(CCC1)C(=O)OC(C)(C)C)N(C=C2)C tert-butyl (R)-2-(((4-ethynyl-7-methyl-7H-pyrrolo[2,3-d]pyrimidin-2-yl)oxy)methyl)pyrrolidine-1-Carboxylate